2-methyl-5-(7-(piperidine-1-carbonyl)-[1,2,4]triazolo[4,3-a]quinoxalin-4-yl)isoindolin-1-one CN1C(C2=CC=C(C=C2C1)C=1C=2N(C3=CC=C(C=C3N1)C(=O)N1CCCCC1)C=NN2)=O